CCCCCCCC/C=C\CCCCCCCC(=O)OC(=O)C(CO)O GlycerylMonoOleate